C(C)(=O)OCC(=O)COC(C)=O acetoxymethyl ketone